BrC1=CC(=C(OC2=CC=C(N)C=C2)C=C1)F 4-(4-bromo-2-fluorophenoxy)aniline